C1(CC1)[C@H](CO)NC1=NC=C(C=N1)NC(=O)N[C@@H](C(F)(F)F)C=1OC2=C(C1C)C=C(C=C2F)F 1-(2-{[(1R)-1-cyclopropyl-2-hydroxyethyl]amino}pyrimidin-5-yl)-3-[(1R)-1-(5,7-difluoro-3-methyl-1-benzofuran-2-yl)-2,2,2-trifluoroethyl]urea